2-(2,3-difluorophenyl)-2-methyl-4-acetoxy-5-amino-3(2H)-furanone FC1=C(C=CC=C1F)C1(OC(=C(C1=O)OC(C)=O)N)C